3-(6-Chloro-4-(hydroxymethyl)-1H-pyrrolo[2,3-b]pyridin-1-yl)thietane 1,1-dioxide ClC1=CC(=C2C(=N1)N(C=C2)C2CS(C2)(=O)=O)CO